1H-indene-3-acetate HCl Cl.C1C=C(C2=CC=CC=C12)CC(=O)O